3,3',4,4'-tetrachlorodiphenyl sulfone C1=CC(=C(C=C1S(=O)(=O)C2=CC(=C(C=C2)Cl)Cl)Cl)Cl